FC(CC[C@@H]1N(SC2=C(N(C1)C1CC3(C1)CC(C3)(F)F)C=C(C(=C2)O)C(F)(F)F)C)(C)F (S)-3-(3,3-difluorobutyl)-5-(6,6-difluorospiro[3.3]heptan-2-yl)-8-hydroxy-2-methyl-7-(trifluoromethyl)-2,3,4,5-tetrahydrobenzo[f][1,2,5]thiadiazepine